O=C1NC(CCC1N1C(C2=CC=C(C=C2C1)NC(=O)C1=CC=C(C=N1)O[C@H]1C[C@H](C1)NC(OC(C)(C)C)=O)=O)=O tert-Butyl (cis-3-((6-((2-(2,6-dioxopiperidin-3-yl)-1-oxoisoindolin-5-yl)carbamoyl)pyridin-3-yl)oxy)cyclobutyl)carbamate